ClC=1C=CC=C2C(C=C(OC12)C1=C(C=C(C=C1)C(F)(F)F)OCCN1CCC(CC1)C1=NN=NN1)=O 8-chloro-2-[2-[2-[4-(1H-tetrazol-5-yl)-1-piperidinyl]ethoxy]-4-(trifluoromethyl)phenyl]chromen-4-one